C(C)(C)(C)OC(C[C@H](NC(OCC1=CC=CC=C1)=O)C(N[C@H](C(NCC=1C=C(OCCC2CCC(N(C2)C(=O)OC(C)(C)C)C)C=CC1C)=O)CCC1=CC=CC=C1)=O)=O tert-butyl 5-(2-(3-((5S,8S)-5-(2-(tert-butoxy)-2-oxoethyl)-3,6,9-trioxo-8-phenethyl-1-phenyl-2-oxa-4,7,10-triazaundecan-11-yl)-4-methylphenoxy)ethyl)-2-methylpiperidine-1-carboxylate